4,4'-di(2-methyl-1-imidazolyl)biphenyl CC=1N(C=CN1)C1=CC=C(C=C1)C1=CC=C(C=C1)N1C(=NC=C1)C